C1(CC1)C1=C(C=CC(=N1)C(=O)OC)C(F)(F)F methyl 6-cyclopropyl-5-(trifluoromethyl)-2-pyridinecarboxylate